(3-methyl-5-fluoro-1-benzofuran-2-yl)-2-methylpropan-1-amine CC1=C(OC2=C1C=C(C=C2)F)C(C(C)C)N